ClC1=[N+](C=CC(=C1)[N+](=O)[O-])[O-] 2-chloro-4-nitropyridine N-oxide